C(CCC)NCC(=O)[O-] butylaminoacetate